C1=CC=CC=2C3=CC=CC=C3N(C12)C=1C=C(C=CC1)C1=C(C(=NC=C1)C1=CC(=CC=C1)N1C2=CC=CC=C2C=2C=CC=CC12)C=1C=NC=CC1 bis[3-(9H-carbazol-9-yl)phenyl]-3,3'-bipyridine